(3-bromopropyl)trimethoxysilane propyl-(9Z,12Z)-octadeca-9,12-dienoate C(CC)OC(CCCCCCC\C=C/C\C=C/CCCCC)=O.BrCCC[Si](OC)(OC)OC